ClC1=C(CNC(=O)[C@]2(C=3C=CC=NC3[C@@](CC2)(COC)O)F)C=CC(=C1)F |o1:7,14| (5S*,8S*)-N-(2-chloro-4-fluorobenzyl)-5-fluoro-8-hydroxy-8-(methoxymethyl)-5,6,7,8-tetrahydroquinoline-5-carboxamide